(S)-7-(tert-butyl)-N-((R)-1-(6-(2,4-dioxoimidazolidin-1-yl)pyridin-3-yl)-3-(4-hydroxypiperidin-1-yl)propyl)-5,6,7,8-tetrahydrothiazolo[5,4-b]quinoline-2-carboxamide C(C)(C)(C)[C@@H]1CC=2C=C3C(=NC2CC1)SC(=N3)C(=O)N[C@H](CCN3CCC(CC3)O)C=3C=NC(=CC3)N3C(NC(C3)=O)=O